NC=1NC(C(=C(N1)N)NC(=O)NC=1C=CC(=NC1)C(=O)N[C@H](C(=O)O)CCC(=O)O)=O (2S)-2-[(5-{[(2,4-diamino-6-oxo-1,6-dihydropyrimidin-5-yl)carbamoyl]amino}pyridin-2-yl)formamido]pentanedioic acid